N-((3R,4R)-4-(difluoro(4-(trifluoromethyl)phenyl)methoxy)pyrrolidin-3-yl)-5-fluoropyrimidin-2-amine FC(O[C@H]1[C@@H](CNC1)NC1=NC=C(C=N1)F)(C1=CC=C(C=C1)C(F)(F)F)F